2-(4-(5-chloro-2-(1H-tetrazol-1-yl)phenyl)-2,5-dioxopiperazin-1-yl)-N-(6-fluoro-2-methyl-2H-indazol-5-yl)-3-phenylpropanamide ClC=1C=CC(=C(C1)N1CC(N(CC1=O)C(C(=O)NC1=CC2=CN(N=C2C=C1F)C)CC1=CC=CC=C1)=O)N1N=NN=C1